Ethylenglycol distearate C(CCCCCCCCCCCCCCCCC)(=O)OCCOC(CCCCCCCCCCCCCCCCC)=O